(2R,3R,11bR)-9-ethoxy-10-methoxy-1,3,4,6,7,11b-hexahydro-2H-pyrido[2,1-a]isoquinolin-2-ol C(C)OC=1C=C2CCN3[C@@H](C2=CC1OC)C[C@@H](CC3)O